(1R,3S)-3-[8-amino-1-(2-ethoxy-4-{[4-(trifluoromethyl)pyridin-2-yl]carbamoyl}phenyl)imidazo[1,5-a]pyrazin-3-yl]-1,2,2-trimethylcyclopentanecarboxylic acid NC=1C=2N(C=CN1)C(=NC2C2=C(C=C(C=C2)C(NC2=NC=CC(=C2)C(F)(F)F)=O)OCC)[C@@H]2C([C@@](CC2)(C(=O)O)C)(C)C